N-(4-(2-(cyclobutyl(methyl)amino)ethoxy)-3-(3,5-dimethylisoxazol-4-yl)phenyl)cyclopropanecarboxamide C1(CCC1)N(CCOC1=C(C=C(C=C1)NC(=O)C1CC1)C=1C(=NOC1C)C)C